trans-7-cyclopropyl-1,3-diazaspiro[4.5]decane-2,4-dione C1(CC1)C1CC2(C(NC(N2)=O)=O)CCC1